[Re].[Hf] hafnium-rhenium